diphenylselenoether C1(=CC=CC=C1)[Se]C1=CC=CC=C1